ClC1=C2C=NC(=NC2=C(C=C1[2H])C=1C=NC=CC1C)NC=1C=NC=2CCN(CC2C1)C 5-Chloro-N-(6-methyl-5,6,7,8-tetrahydro-1,6-naphthyridin-3-yl)-8-(4-methylpyridin-3-yl)quinazolin-2-amine-6-d